CC1=CC=C(C=C1)S(=O)(=O)OCC1OC(OC1)(C)C (2,2-Dimethyl-1,3-dioxolan-4-yl)methyl 4-methylbenzenesulfonate